[N+](=O)([O-])C1=C(C=CC=C1)C(\C=C\SC1=CC=CC=C1)=O (E)-1-(2-nitrophenyl)-3-(phenylsulfanyl)prop-2-en-1-one